(3S)-3-{[N-(4-methoxy-1H-indole-2-carbonyl)-L-leucyl]amino}-2-oxo-4-[(3S)-2-oxopiperidin-3-yl]butyl 2-methyl-1,3-dioxane-2-carboxylate CC1(OCCCO1)C(=O)OCC([C@H](C[C@H]1C(NCCC1)=O)NC([C@@H](NC(=O)C=1NC2=CC=CC(=C2C1)OC)CC(C)C)=O)=O